3-((4-hydroxyphenylethyl)amino)-3-oxo-propionic acid OC1=CC=C(C=C1)CCNC(CC(=O)O)=O